COCCN1CCNCC1 4-(2-methoxyethyl)piperazin